t-amyl perbenzoate C1=CC=CC=C1C(=O)OOC(C)(C)CC